BrCC1=CC=CC=2OC(OC(C21)=O)(C)C 5-(bromomethyl)-2,2-dimethyl-4H-benzo[d][1,3]dioxin-4-one